C(C)N1N=C(C(=C1)C1=C(C=CC=C1)C1C2=C(CN(C1)C(\C=C\CN1CCCC1)=O)SC(=C2)C#N)C(F)(F)F (E)-4-(2-(1-ethyl-3-(trifluoromethyl)-1H-pyrazol-4-yl)phenyl)-6-(4-(pyrrolidin-1-yl)but-2-enoyl)-4,5,6,7-tetrahydrothieno[2,3-c]pyridine-2-carbonitrile